3,4-Epoxycyclohexylmethan C1(CC2C(CC1)O2)C